N-(2-chloro-3-((3,5-dimethyl-4-oxo-3,4-dihydroquinazolin-6-yl)amino)-4-fluorophenyl)-1-fluoro-3-azabicyclo[3.1.0]hexane-3-sulfonamide ClC1=C(C=CC(=C1NC=1C(=C2C(N(C=NC2=CC1)C)=O)C)F)NS(=O)(=O)N1CC2(CC2C1)F